IC=1C=CC=2N(C1)C=NC2C(=O)Cl 6-iodoimidazo[1,5-a]pyridine-1-carbonyl chloride